ethyl 5-hydroxy-1-(5-(methylsulfonyl) pyridin-2-yl)-1H-pyrazole-4-carboxylate OC1=C(C=NN1C1=NC=C(C=C1)S(=O)(=O)C)C(=O)OCC